(cyclobutylthio)pyrimidine C1(CCC1)SC1=NC=CC=N1